OC(C)(C)C1=CC=C(C(=O)N2CCN(CC2)C(=O)OC(C)(C)C)C=C1 tert-Butyl 4-(4-(2-hydroxypropan-2-yl)benzoyl)piperazine-1-carboxylate